(S)-2-((1-((1,1-bis(4-isopropylphenyl)prop-1-en-2-yl)amino)-1-oxopropan-2-yl)carbamoyl)-4-methoxypyridin-3-yl isobutyrate C(C(C)C)(=O)OC=1C(=NC=CC1OC)C(N[C@H](C(=O)NC(=C(C1=CC=C(C=C1)C(C)C)C1=CC=C(C=C1)C(C)C)C)C)=O